C12CN(CC(CNC1)N2C(=O)OC(C)(C)C)C(=O)OC(C)(C)C di-tert-butyl 3,7,9-triazabicyclo[3.3.1]nonane-3,9-dicarboxylate